(R)-6-fluoro-3-hydroxy-3-((R)-1-oxo-1,2,3,4-tetrahydronaphthalen-2-yl)indolin-2-one FC1=CC=C2[C@@](C(NC2=C1)=O)([C@@H]1C(C2=CC=CC=C2CC1)=O)O